triphenylphosphinogold(I) tetrafluoroborate F[B-](F)(F)F.C1(=CC=CC=C1)P(C1=CC=CC=C1)(C1=CC=CC=C1)[Au]